6-acetyl-2-((5-(4-(5-(chloromethyl)pyridin-2-yl)piperazin-1-yl)pyridin-2-yl)amino)-8-cyclopentyl-5-methylpyrido[2,3-d]pyrimidin-7(8H)-one C(C)(=O)C1=C(C2=C(N=C(N=C2)NC2=NC=C(C=C2)N2CCN(CC2)C2=NC=C(C=C2)CCl)N(C1=O)C1CCCC1)C